CC1=CC(=NC2=C1C(=C(C=C2NC(C)CCCN)OC)OC3=CC=CC(=C3)C(F)(F)F)OC (RS)-N(sup 3)-(2,6-Dimethoxy-4-methyl-5-(3-trifluoro-methylphenoxy)quinolin-8-yl)pentane-1,4-diamine